ClCC1COC=2C(O1)=CSC2 2-chloromethyl-2,3-dihydrothieno[3,4-b]-1,4-dioxine